ClC1=CC(=C(C=C1)C1OC2=C(C=CC=C2C(=C1)C)C1CCN(CC1)CC1=NC2=C(N1C[C@@H](O)CC)C=C(C=C2)C(=O)O)F 2-((4-(2-(4-chloro-2-fluorophenyl)-4-methyl-2H-chromen-8-yl)piperidin-1-yl)methyl)-1-(((S)-oxabutane-2-yl)methyl)-1H-benzo[d]imidazole-6-carboxylic acid